C(C1=CC=CC=C1)N(C(OC(C)(C)C)=O)C[C@@H](CC1=CC=CC=C1)O tert-Butyl N-benzyl-N-[(2R)-2-hydroxy-3-phenylpropyl]carbamate